[(5S)-7,7-difluoro-5-phenyl-5,6-dihydropyrrolo[1,2-b][1,2,4]triazol-2-yl]-[(1S,2R)-2-fluorocyclopropyl]methanone FC1(C[C@H](N2N=C(N=C21)C(=O)[C@H]2[C@@H](C2)F)C2=CC=CC=C2)F